[Na+].C1(=CC=CC2=CC=CC=C12)S(=O)(=O)[O-] naphthalenesulfonic acid sodium salt